C(CCCCCCC)C=1C(C(=CC(C1)=O)CCCCCCCC)=O 2,6-di-octylbenzoquinone